2-(4-cyclopropyl-6-methoxypyrimidin-5-yl)-4-(3-fluoro-4-(1-methyl-4-(trifluoromethyl)-1H-imidazol-2-yl)benzyl)oxazolo[5,4-c]pyridine C1(CC1)C1=NC=NC(=C1C=1OC=2C(=NC=CC2N1)CC1=CC(=C(C=C1)C=1N(C=C(N1)C(F)(F)F)C)F)OC